3-{4-[5-Amino-6-((S)-3-amino-piperidin-1-yl)-pyrazin-2-yl]-benzylamino}-6-cyanopyrazine-2-carboxylic acid [(S)-1-(3,4-difluoro-phenyl)-ethyl]-amide FC=1C=C(C=CC1F)[C@H](C)NC(=O)C1=NC(=CN=C1NCC1=CC=C(C=C1)C1=NC(=C(N=C1)N)N1C[C@H](CCC1)N)C#N